1-[(3R)-4-(4,5-dichloro-1H-indole-2-carbonyl)-3-methyl-piperazin-1-yl]ethanone ClC1=C2C=C(NC2=CC=C1Cl)C(=O)N1[C@@H](CN(CC1)C(C)=O)C